2-(4-(Benzyloxy)phenyl)isonicotinaldehyde C(C1=CC=CC=C1)OC1=CC=C(C=C1)C=1C=C(C=O)C=CN1